O=C1NC(CCC1C1=C(C=C(CN2CCN(CC2)C2CCN(CC2)C2=CC(=C(C=C2)NC2=NC=C(C(=C2)NC2=C(C(=O)NC)C=CC=C2)C(F)(F)F)OC)C=C1)F)=O 2-((2-((4-(4-(4-(4-(2,6-dioxopiperidin-3-yl)-3-fluorobenzyl)piperazin-1-yl)piperidin-1-yl)-2-methoxyphenyl)amino)-5-(trifluoromethyl)pyridin-4-yl)amino)-N-methylbenzamide